6-(hydroxymethyl)tetrahydro-2H-pyran-2,3,5-triol OCC1C(CC(C(O1)O)O)O